2,2'-bis(o-chlorophenyl)-4,5,4',5'-tetrakis(3,4,5-trimethoxyphenyl)1,2'-biimidazole ClC1=C(C=CC=C1)C=1N(C(=C(N1)C1=CC(=C(C(=C1)OC)OC)OC)C1=CC(=C(C(=C1)OC)OC)OC)C1(N=C(C(=N1)C1=CC(=C(C(=C1)OC)OC)OC)C1=CC(=C(C(=C1)OC)OC)OC)C1=C(C=CC=C1)Cl